NC1=NC=C(C=2N=C(N=CC21)NC2(CCCC2)O)C2=CC=C(C=C2)F ((5-amino-8-(4-fluorophenyl)pyrido[4,3-d]pyrimidin-2-yl)amino)cyclopentane-1-ol